6-methyl-4-[(1-methylcyclopropyl)amino]-N-[(6-methylpyridin-2-yl)methyl]furo[2,3-d]pyrimidine-5-carboxamide CC1=C(C2=C(N=CN=C2NC2(CC2)C)O1)C(=O)NCC1=NC(=CC=C1)C